ClC=1C2=C(N=C(N1)C)N=C(C(=C2)O[C@@H]2COCC2)OC (S)-4-chloro-7-methoxy-2-methyl-6-((tetrahydrofuran-3-yl)oxy)pyrido[2,3-d]pyrimidine